CC1=CC=C2CNC(C2=C1)=O 6-methyl-2,3-dihydro-1H-isoindol-1-one